5-p-tolyl-5,6,7,8-tetrahydro-[1,3]dioxolo[4,5-g]isoquinoline C1(=CC=C(C=C1)C1NCCC=2C=C3C(=CC12)OCO3)C